BrC1=C(C(=C(N)C=C1)OC)F 4-bromo-3-fluoro-2-methoxyaniline